ClC1=NC=CC(=N1)C(=O)C1=CNC2=CC=CC=C12 (2-chloropyrimidin-4-yl)-(1H-indol-3-yl)methanone